ClC=1C=C2C=3C=CC(=CC3N(C2=CC1)CCNC(OC(C)(C)C)=O)NC1=NC=C(C(=C1)Cl)Cl tert-Butyl 2-(6-chloro-2-(4,5-dichloropyridin-2-ylamino)-9H-carbazol-9-yl)ethylcarbamate